2-((5-((tert-butoxycarbonyl)amino)-2-methylpentyl)amino)-3-nitrobenzoic acid C(C)(C)(C)OC(=O)NCCCC(CNC1=C(C(=O)O)C=CC=C1[N+](=O)[O-])C